ClC1=NC=C(C(=O)NC2=C(C=CC(=C2)C#CC2=CC=C(C=C2)F)N2C[C@H](N([C@H](C2)C)C)C)C(=C1)C(F)(F)F 6-chloro-N-(5-((4-fluorophenyl)ethynyl)-2-((3R,5S)-3,4,5-Trimethylpiperazin-1-yl)phenyl)-4-(trifluoromethyl)nicotinamide